ClC1=CC=C(C=C1)CS(=O)(=O)N (4-chlorophenyl)methanesulfonamide